C(C1=CC=CC=C1)N1C2=CC=CC=C2C=2C=C(C=CC12)CN1CC2N(CC1)C(CNC2=O)=O 2-((9-benzyl-9H-carbazol-3-yl)methyl)hexahydro-2H-pyrazino[1,2-a]pyrazine-6,9-dione